FC([C@@H]1NC(N(C1)[C@@H](COC)C=1C=CC2=C(N=CO2)C1)=O)F 5-((R)-1-((R)-4-(difluoromethyl)-2-oxoimidazolidin-1-yl)-2-methoxyethyl)benzo[d]oxazol